((3-fluoro-1H-indazol-5-yl)methyl)-4-(5-(5-fluoro-2-methoxypyridin-4-yl)-1H-pyrazole-3-carbonyl)-4-azaspiro[2.5]octane-7-carboxamide FC1=NNC2=CC=C(C=C12)CC1CC12N(CCC(C2)C(=O)N)C(=O)C2=NNC(=C2)C2=CC(=NC=C2F)OC